2,2'-(diphenylsilanediyl)bis(ethan-1-ol) C1(=CC=CC=C1)[Si](CCO)(CCO)C1=CC=CC=C1